NCC1N(CCNC1)C(=O)[O-] 2-(aminomethyl)piperazine-1-carboxylate